7-bromo-6-chloro-5-(2-chloro-6-fluoro-phenyl)-1,3-dihydro-1,4-benzodiazepine-2-thione BrC=1C=CC2=C(C(=NCC(N2)=S)C2=C(C=CC=C2F)Cl)C1Cl